C(C)C(=COCCC1=CC=CC=C1)CC(CC)C (2-((2-ethyl-4-methyl-hex-1-en-1-yl)oxy)ethyl)benzene